N-(2-(benzo[d]thiazol-2-yl)-4-fluorophenyl)-4-(butylamino)-2,3,5,6-tetrafluorobenzamide S1C(=NC2=C1C=CC=C2)C2=C(C=CC(=C2)F)NC(C2=C(C(=C(C(=C2F)F)NCCCC)F)F)=O